(1r,4r)-4-((2,5-dioxo-2,5-dihydro-1H-pyrrol-1-yl)methyl)N-(prop-2-yn-1-yl)cyclohexanecarboxamide O=C1N(C(C=C1)=O)CC1CCC(CC1)C(=O)NCC#C